vinyl-sulfonic acid, sodium salt [Na+].C(=C)S(=O)(=O)[O-]